(2-fluoro-4-(pyrimidin-2-yl)phenyl)methanamine FC1=C(C=CC(=C1)C1=NC=CC=N1)CN